4-(3-chloro-4-fluorophenyl)thiazole-5-carboxylic acid ClC=1C=C(C=CC1F)C=1N=CSC1C(=O)O